CC1=CC=C(C=C1)[Se][Se]C1=CC=C(C=C1)C di(4-methylphenyl) diselenide